N-(3-hydroxybicyclo[1.1.1]pentan-1-yl)-2-oxo-2-((4S,5S)-3,3,7,7-tetrafluoro-4-hydroxy-1-azaspiro[4.4]nonan-1-yl)acetamide OC12CC(C1)(C2)NC(C(N2CC([C@H]([C@]21CC(CC1)(F)F)O)(F)F)=O)=O